5-(Methoxycarbonyl)-1-methyl-1H-pyrrole-2-carboxylic acid COC(=O)C1=CC=C(N1C)C(=O)O